COC(NC1=CC=NC=C1)=O methylpyridin-4-ylcarbamate